C(C)(C)(C)OC(=O)N1CCC(CC1)C1=C2CCN(C2=CC=C1)C1C(NC(CC1)=O)=O.O[C@@]1(C(N(CC1)C)=O)C1=CC(=NO1)C=1C=C(C=CC1)C1=CC=C(O1)C(=O)N (R)-5-(3-(5-(3-hydroxy-1-methyl-2-oxopyrrolidin-3-yl)isoxazol-3-yl)phenyl)furan-2-carboxamide tert-butyl-4-[1-(2,6-dioxo-3-piperidyl)indolin-4-yl]piperidine-1-carboxylate